C1(=CC=C(C=C1)C=1N=C(SC1)N1CCN(CC1)C(=O)C1=C(C=C(C=C1)C(F)(F)F)NS(=O)(=O)C=1C=NC=CC1)C N-(2-(4-(4-(p-tolyl)thiazol-2-yl)piperazine-1-carbonyl)-5-(trifluoromethyl)phenyl)pyridine-3-sulfonamide